(S,Z)-2-(4-(7-(8-chloronaphthalen-1-yl)-8-fluoro-2-((1-(3-methoxypropyl)piperidin-4-yl)oxy)quinazolin-4-yl)-1-(2-fluoro-3-(pyridin-2-yl)acryloyl)piperazin-2-yl)acetonitrile ClC=1C=CC=C2C=CC=C(C12)C1=CC=C2C(=NC(=NC2=C1F)OC1CCN(CC1)CCCOC)N1C[C@@H](N(CC1)C(/C(=C/C1=NC=CC=C1)/F)=O)CC#N